CC1(COB(O1)C=1C=C2C(C(CO2)=O)N(C1)C)C 6-(5,5-dimethyl-1,3,2-dioxaborolan-2-yl)-4-methyl-2H-1,4-benzoxazol-3(4H)-one